trans-4-pentylcyclohexane-carboxylic acid C(CCCC)[C@@H]1CC[C@H](CC1)C(=O)O